2-(4-(1-methylethyl)phenyl)-ethyl methacrylate C(C(=C)C)(=O)OCCC1=CC=C(C=C1)C(C)C